C(C)OC(C(CC(C)C)N1C(C=C(C=C1)CCN)=O)=O.C(#N)/C(/C(=O)NC1=NC=C(C=N1)CCC1=CC=CC=C1)=C(\C=1C=NOC1C)/O (Z)-2-cyano-3-hydroxy-3-(5-methylisoxazol-4-yl)-N-(5-phenethylpyrimidin-2-yl)acrylamide ethyl-2-(4-(2-aminoethyl)-2-oxopyridin-1(2H)-yl)-4-methylpentanoate